[Si](C)(C)(C(C)(C)C)OC(CC(C(=O)N(C)[C@@H]([C@@H](C1=CC=CC=C1)O[Si](C)(C)C(C)(C)C)C)C)CCCO[Si](C)(C)C(C)(C)C 4,7-bis((tert-butyldimethylsilyl)oxy)-N-((1R,2R)-1-((tert-butyldimethyl-silyl)oxy)-1-phenylpropan-2-yl)-N,2-dimethylheptanamide